3-[5-(2-amino-2-methylpropoxy)-6-methylpyrazin-2-yl]-1H-indole-7-carbonitrile NC(COC=1N=CC(=NC1C)C1=CNC2=C(C=CC=C12)C#N)(C)C